FC1=CC(=CC2=CN(N=C12)C)C1=CC=C2C(=N1)SC(=N2)N(C2CC(NC(C2)(C)C)(C)C)C 5-(7-Fluoro-2-methyl-2H-indazol-5-yl)-N-methyl-N-(2,2,6,6-tetramethylpiperidin-4-yl)[1,3]thiazolo[5,4-b]pyridin-2-amin